C(#N)C=1C(=NC(=NC1)N[C@H]1CN(CCC1)C1=CC2=C(C=N1)C(=NN2C)NC(C=C)=O)OC (R)-N-(6-(3-((5-Cyano-4-methoxypyrimidin-2-yl)amino)piperidin-1-yl)-1-methyl-1H-pyrazolo[4,3-c]pyridin-3-yl)acrylamide